2-((3'-ethoxy-4'-(7-oxo-6,7-dihydro-3H-[1,2,3]triazolo[4,5-d]pyrimidin-5-yl)-[1,1'-biphenyl]-3-yl)methyl)butanoic acid C(C)OC=1C=C(C=CC1C=1NC(C2=C(N1)NN=N2)=O)C2=CC(=CC=C2)CC(C(=O)O)CC